(4-(3,6-dimethoxy-9H-carbazol-9-yl)butyl)phosphonic acid COC=1C=CC=2N(C3=CC=C(C=C3C2C1)OC)CCCCP(O)(O)=O